C[C@](COC=1C(=CC(=NC1)C1=CC(=NC=C1)C)C(F)(F)F)(CC(C)C)N (R)-2,4-dimethyl-1-((2'-methyl-4-(trifluoromethyl)-[2,4'-bipyridin]-5-yl)oxy)pentan-2-amine